(R)-(3-([1,1'-Biphenyl]-2-ylethynyl)-1H-pyrazolo[4,3-b]pyridin-5-yl)(3-(dimethylamino)pyrrolidin-1-yl)methanone C1(=C(C=CC=C1)C#CC1=NNC=2C1=NC(=CC2)C(=O)N2C[C@@H](CC2)N(C)C)C2=CC=CC=C2